1-(1-chloro-3-hydroxypropan-2-yl)-2-(3,4-dihydroxy-5-methoxyphenyl)-N-phenyl-1H-benzo[d]imidazole-6-sulfonamide ClCC(CO)N1C(=NC2=C1C=C(C=C2)S(=O)(=O)NC2=CC=CC=C2)C2=CC(=C(C(=C2)OC)O)O